OCC(C)(C)NC(=O)C1=C(OC2=C1C=C(C=C2)OCC2=CN=C(S2)C)C N-(1-hydroxy-2-methylpropan-2-yl)-2-methyl-5-((2-methylthiazol-5-yl)methoxy)benzofuran-3-carboxamide